(S)-N-(4-fluoro-3-methylphenyl)-3-(2-((1-(3-methyl-1,2,4-oxadiazol-5-yl)ethyl)amino)-2-oxoacetyl)-5,6,7,8-tetrahydroindolizine-1-carboxamide FC1=C(C=C(C=C1)NC(=O)C=1C=C(N2CCCCC12)C(C(=O)N[C@@H](C)C1=NC(=NO1)C)=O)C